F[C@@H]1[C@H]2CC[C@@H](C[C@@H]1N(C1=CN=C(N=N1)C1=CC3=C(C=C(O3)C(=O)N(C)C)C=C1OCOC)C)N2 6-(6-(((1R,2R,3S,5S)-2-fluoro-8-azabicyclo[3.2.1]oct-3-yl)(methyl)amino)-1,2,4-triazin-3-yl)-5-(methoxymethoxy)-N,N-dimethylbenzofuran-2-carboxamide